C(C1=CC=CC=C1)N(C(C1=C(C=C(C(=C1)C(C)C)O)O)=O)C N-benzyl-2,4-dihydroxy-5-isopropyl-N-methylbenzamide